N1=CC(=CC(=C1)C#N)C#N Pyridine-3,5-dinitrile